C(C)C(COC(CCCCCCC\C=C/CCCCCCCC)=O)CC oleic acid-2-ethyl-1-butyl ester